4-(6-fluoro-2-pyridyl)thiazol-2-amine FC1=CC=CC(=N1)C=1N=C(SC1)N